2'-chloro-N-(5-{[(2R)-2-hydroxypropyl]amino}-[1,3]thiazolo[5,4-d]pyrimidin-2-yl)-5'-methoxy-6-methyl-[4,4'-bipyridine]-3-carboxamide ClC1=NC=C(C(=C1)C1=C(C=NC(=C1)C)C(=O)NC=1SC=2N=C(N=CC2N1)NC[C@@H](C)O)OC